5-(3-isopropyl-5-(1-(5-methyl-2-oxotetrahydrofuran-3-yl)piperidin-4-yl)-1H-indol-2-yl)-1,3-dimethylpyridin-2(1H)-one C(C)(C)C1=C(NC2=CC=C(C=C12)C1CCN(CC1)C1C(OC(C1)C)=O)C=1C=C(C(N(C1)C)=O)C